5-hydroxy-5-nitrobenzophenone OC1(CC=CC(C(=O)C2=CC=CC=C2)=C1)[N+](=O)[O-]